C1(CC1)CN1C(N(C(C2=CC(=CC=C12)S(NC1(CC1)C)(=O)=O)=O)N(C(C=C)=O)C)=O N-(1-(cyclopropylmethyl)-6-(N-(1-methylcyclopropyl)sulfamoyl)-2,4-dioxo-1,2-dihydroquinazolin-3(4H)-yl)-N-methylacrylamide